NC=1N=C(SC1C(C1=CC=C(C=C1)OC)=O)N(C1=CC2=C(OC(O2)(F)F)C=C1)C(C(=O)N)C [[4-Amino-5-(4-methoxybenzoyl)thiazol-2-yl]-(2,2-difluoro-1,3-benzodioxol-5-yl)amino]propanamid